2-(3,4-dimethoxyphenyl)-3-hydroxy-5,6,7,8-tetramethoxychromen-4-one COC=1C=C(C=CC1OC)C=1OC2=C(C(=C(C(=C2C(C1O)=O)OC)OC)OC)OC